C1=C2C(=CC(=C1Cl)Cl)OC3=CC(=C(C=C3O2)Cl)Cl 2,3,7,8-tetrachloro-dibenzo-p-dioxin